(1R,2R,3R,5S)-2-(2-methoxyethyl)-6,6-dimethylbicyclo[3.1.1]heptane-3-carbaldehyde COCC[C@@H]1[C@@H]2C([C@H](C[C@H]1C=O)C2)(C)C